CC1=NC(=NO1)C=1C=C(C=CC1)C(=O)NCCC(=O)NC=1C=NN(C1)C(=O)OCCC Propyl 4-(3-{[3-(5-methyl-1,2,4-oxadiazol-3-yl)phenyl]formamido}-propanamido)-1H-pyrazole-1-carboxylate